C(C(C)(C)C)[C@@H]1N=C(N(C1)C1=CC=C(C=C1)C)C=1C=CC=C2C=CC=NC12 (S)-8-(4-neopentyl-1-(p-tolyl)-4,5-dihydro-1H-imidazol-2-yl)quinoline